((3S,4S)-3-fluorotetrahydro-2H-pyran-4-yl)-2-methyl-2,6-dihydropyrido[3,4-d]pyridazine-1,7-dione F[C@@H]1COCC[C@H]1C1=NN(C(C=2C1=CNC(C2)=O)=O)C